2-(Tert-butyl)-9,10-bis[2-carboxy(3,6-methano-4-methyl-4-cyclohexenyl)]carbonyloxyanthracene C(C)(C)(C)C1=CC2=C(C3=CC=CC=C3C(=C2C=C1)OC(=O)C1C(C2C(=CC1C2)C)C(=O)O)OC(=O)C2C(C1C(=CC2C1)C)C(=O)O